CN(C1=NC=CC(=C1)C1=NN(C=2C1=NC=C(C2)C(=O)NC2(CS(C2)(=O)=O)C)C(C)C)C 3-(2-(dimethylamino)pyridin-4-yl)-1-isopropyl-N-(3-methyl-1,1-dioxidothietan-3-yl)-1H-pyrazolo[4,3-b]pyridine-6-carboxamide